(R)-3-amino-1-methoxy-4-(2,4,5-trifluorophenyl)-1-butanone N[C@@H](CC(=O)OC)CC1=C(C=C(C(=C1)F)F)F